NC1=NC(N(C=C1)[C@H]1C[C@@H](CO1)O)=O.[Ca] calcium (2R,3S,5R)-5-(4-amino-2-oxopyrimidin-1(2H)-yl)-3-hydroxytetrahydrofuran